C(#N)[C@@]1(C(N(C[C@H]1C)C=1C=2N(C=C(N1)C=1C=NN(C1)C1CN(CC1)C(=O)OC(C)(C)C)N=CC2)=O)C2CC2 tert-butyl 3-(4-(4-((3R,4S)-3-cyano-3-cyclopropyl-4-methyl-2-oxopyrrolidin-1-yl)pyrazolo[1,5-a]pyrazin-6-yl)-1H-pyrazol-1-yl)pyrrolidine-1-carboxylate